benzyl-(+-)-trans-4-hydroxy-2-(4-(methoxycarbonyl)phenyl)piperidine C(C1=CC=CC=C1)N1[C@H](C[C@@H](CC1)O)C1=CC=C(C=C1)C(=O)OC |r|